1-((3-Amino-5-(1H-pyrrolo[2,3-b]pyridin-4-yl)-1H-indazol-7-yl)ethynyl)cycloheptan-1-ol NC1=NNC2=C(C=C(C=C12)C1=C2C(=NC=C1)NC=C2)C#CC2(CCCCCC2)O